N-benzyl-3-methyl-5-(8-morpholino-1,5-naphthyridin-2-yl)benzenesulfonamide C(C1=CC=CC=C1)NS(=O)(=O)C1=CC(=CC(=C1)C1=NC2=C(C=CN=C2C=C1)N1CCOCC1)C